OC1=C(C=C(C=C1)C)NC(CCCS(=O)(=O)C1=NC(=CC(=N1)C=1SC=CC1)C(F)(F)F)=O N-(2-hydroxy-5-methylphenyl)-4-((4-(thiophen-2-yl)-6-(trifluoromethyl)pyrimidin-2-yl)sulfonyl)butanamide